C(C1=CC=CC=C1)OC1=CC=C(C(=N1)C(=O)C1=C(C(=CC=C1Br)C(F)(F)F)Cl)F (6-benzyloxy-3-fluoro-2-pyridinyl)-[6-bromo-2-chloro-3-(trifluoromethyl)phenyl]methanone